(E)-3-(4-chlorophenyl)-N-methacryloyl-2-phenylacrylamide ClC1=CC=C(C=C1)/C=C(/C(=O)NC(C(=C)C)=O)\C1=CC=CC=C1